1-chloro-6-hydroxy-3,4-dihydro-2-naphthaldehyde ClC1=C(CCC2=CC(=CC=C12)O)C=O